6-amino-7-(6-chloro-3-hydroxy-2-methylphenyl)-2-methyl-4-(trifluoromethyl)-7H-pyrrolo[2,3-d]pyrimidine-5-carboxamide NC1=C(C2=C(N=C(N=C2C(F)(F)F)C)N1C1=C(C(=CC=C1Cl)O)C)C(=O)N